C(N(CC(=O)[O-])CC(=O)[O-])CN(CC(=O)[O-])CC(=O)[O-] edetate